BrC1=CC2=C(N=C(N=C2)SC)N(C1=O)C(C(F)F)C 6-bromo-8-(1,1-difluoropropan-2-yl)-2-(methylthio)pyrido[2,3-d]pyrimidin-7(8H)-one